ClC1=C(C(=CC=C1Cl)OC)C1=CC=2N(C=C1)C=C(N2)C2CC(NC2)=O 4-(7-(2,3-dichloro-6-methoxyphenyl)imidazo[1,2-a]pyridin-2-yl)pyrrolidin-2-one